C(C1=CC=CC=C1)(C1=CC=CC=C1)(C1=CC=CC=C1)N1N=CC2=NNC(C=C21)=O 1-trityl-1H-pyrazolo[4,3-c]pyridazin-6(5H)-one